N-methoxy-N-methyl-1-[[4-[5-(trifluoromethyl)-1,2,4-oxadiazol-3-yl]phenyl]methyl]triazole-4-carboxamide CON(C(=O)C=1N=NN(C1)CC1=CC=C(C=C1)C1=NOC(=N1)C(F)(F)F)C